CC\C=C\CCCC trans-3-Octen